1,1,1,3,3,3-Hexafluoropropan-2-yl 4-methyl-4-(5,6,7,8-tetrahydroimidazo[1,2-a]pyrazine-2-carboxamido)piperidine-1-carboxylate CC1(CCN(CC1)C(=O)OC(C(F)(F)F)C(F)(F)F)NC(=O)C=1N=C2N(CCNC2)C1